5-(4-((3-ethyl-2,4-dioxo-1,2,3,4-tetrahydrothieno[3,2-d]pyrimidin-6-yl)methyl)-3-methylpiperazin-1-yl)-N,6-dimethylpicolinamide C(C)N1C(NC2=C(C1=O)SC(=C2)CN2C(CN(CC2)C=2C=CC(=NC2C)C(=O)NC)C)=O